oxindol-6-carboxylat N1C(CC2=CC=C(C=C12)C(=O)[O-])=O